C(\C=C/C(=O)O)(=O)O.ClC=1C=CC2=C(N(C3=C(CC2)C=CC=C3)CCCCNC/C=C/C(=O)OCCOCC#C)C1 2-Prop-2-ynyloxy-ethyl (E)-4-[4-(3-chloro-10,11-dihydro-5H-dibenzo[b,f]azepin-5-yl)butylamino]but-2-enoate maleate